C(C)(C)(C)OC(=O)NCCOCC1=C(C=CC(=C1)F)NC1=C(C(=O)OC)C=C(C(=C1)C(F)(F)F)F Methyl 2-((2-((2-((tert-butoxycarbonyl)amino)ethoxy)methyl)-4-fluorophenyl)-amino)-5-fluoro-4-(trifluoromethyl)benzoate